Cl.N[C@@H](CN1C(C2=CC=CC=C2C1=O)=O)CCCC (R)-2-(2-aminohexyl)isoindoline-1,3-dione hydrochloride